C1(CC1)C(=O)NC1=CC(=C(N=N1)C(=O)N)NC1=C(C(=CC=C1)C1=NN(C(=C1)P(=O)(C)C)C1CC1)OC 6-(cyclopropanecarboxamido)-4-((3-(1-cyclopropyl-5-(dimethylphosphoryl)-1H-pyrazol-3-yl)-2-methoxyphenyl)amino)pyridazine-3-carboxamide